2,4-dichloro-6-hydrazinopyrimidine ClC1=NC(=CC(=N1)Cl)NN